NC1=C(C=C2C=C(C=NC2=N1)C(=O)N(CC1=NC=C(C=C1)C(F)(F)F)[C@H](CC)C1=NC=CC=N1)Br (R)-7-amino-6-bromo-N-(1-(pyrimidin-2-yl)propyl)-N-((5-(trifluoromethyl)pyridin-2-yl)methyl)-1,8-naphthyridine-3-carboxamide